CC=1N=C(SC1)NC(=O)N1[C@@H](CCC1)C(=O)N (S)-N1-(4-methylthiazol-2-yl)pyrrolidine-1,2-dicarboxamide